FC(C1CN(C1)C(=O)C=1C=C(C=CC1)[C@@H]1[C@H](C1)C=1C=2N(N=C(C1)C=1C(NC(NC1)=O)=O)C=CN2)(F)F 5-(8-((1S,2S)-2-(3-(3-(trifluoromethyl)azetidine-1-carbonyl)phenyl)cyclopropyl)imidazo[1,2-b]pyridazin-6-yl)pyrimidine-2,4(1H,3H)-dione